5-decyloxy-1,3-benzenedihydrazide C(CCCCCCCCC)OC=1C=C(C=C(C1)C(=O)NN)C(=O)NN